N-(2-chloroethyl)-N-ethylaniline CCN(CCCl)C1=CC=CC=C1